CC1=CC=2C(C3=CC=CC=C3C2C=C1)(C1=CC=C(C=C1)NC)C1=CC=C(C=C1)NC 2-methyl-9,9-bis(4-methylaminophenyl)fluorene